(4R,5R)-5-((R)-5H-Imidazo[5,1-a]isoindol-5-yl)-5,6,7,8-tetrahydro-4H-pyrazolo[1,5-a]azepin-4-ol C=1N=CN2C1C1=CC=CC=C1[C@H]2[C@@H]2[C@H](C=1N(CCC2)N=CC1)O